1,1,2,2-tetrakis(3,5-di-t-butyl-4-hydroxyphenyl)ethane C(C)(C)(C)C=1C=C(C=C(C1O)C(C)(C)C)C(C(C1=CC(=C(C(=C1)C(C)(C)C)O)C(C)(C)C)C1=CC(=C(C(=C1)C(C)(C)C)O)C(C)(C)C)C1=CC(=C(C(=C1)C(C)(C)C)O)C(C)(C)C